9-hydroxy-5,9-dimethyldec-1-en-3-one OC(CCCC(CC(C=C)=O)C)(C)C